2-[1-(ethylsulfonyl)-3-hydrazinoazetidin-3-yl]acetonitrile C(C)S(=O)(=O)N1CC(C1)(NN)CC#N